C(C)(C)(C1=CC=CC=C1)C1=C(C=CC(=C1)C(C)(C)C1=CC=CC=C1)OP(OC1=C(C=C(C=C1)C(C)(C)C1=CC=CC=C1)C(C)(C)C1=CC=CC=C1)OP([O-])[O-] bis(2,4-dicumylphenyl)-diphosphite